(1S,2S)-2-fluoro-N-(4-{6-[(1S)-1-hydroxybutyl]-4-methylpyridin-3-yl}-[1,2,4]triazolo[1,5-a]1,6-naphthyridin-8-yl)cyclopropane-1-carboxamide F[C@@H]1[C@@H](C1)C(=O)NC1=NC=C2C=C(C=3N(C2=C1)N=CN3)C=3C=NC(=CC3C)[C@H](CCC)O